FC1=C(C=C(C(=C1)C)C(NC(C)C)=O)NC1=NC(=CC2=C1N(C=N2)C(C)C)C2=CC=C1CC(NC1=C2)=O 6-(4-((2-fluoro-5-(isopropylcarbamoyl)-4-methylphenyl)amino)-3-isopropyl-3H-imidazo[4,5-c]pyridin-6-yl)-indolin-2-one